(1S,3R)-3-((1-((6-chloropyridin-3-yl)amino)isoquinolin-6-yl)oxy)-1-methylcyclohexan-1-ol ClC1=CC=C(C=N1)NC1=NC=CC2=CC(=CC=C12)O[C@H]1C[C@](CCC1)(O)C